4-(3-((5-(5-(difluoromethyl)-1,3,4-oxadiazol-2-yl)pyridin-2-yl)methyl)-1-methyl-2,4-dioxo-1,2,3,4-tetrahydroquinazolin-7-yl)-3,6-dihydropyridine-1(2H)-carboxylic acid tert-butyl ester C(C)(C)(C)OC(=O)N1CCC(=CC1)C1=CC=C2C(N(C(N(C2=C1)C)=O)CC1=NC=C(C=C1)C=1OC(=NN1)C(F)F)=O